COC(=O)C1(COC1)C1=CC(=CC=C1)Br.NC=1C=CC=2N(C3=CC=CC=C3C2C1)CC 3-amino-9-ethyl-carbazole methyl-3-(3-bromophenyl)oxetane-3-carboxylate